[Si](C)(C)(C(C)(C)C)OCC1(CC1)COC=1N=C(C2=C(N1)C(=C(N=C2)C2=CC(=CC1=CC=C(C(=C21)F)F)OCOC)F)N2C[C@@](CCC2)(O)C (3R)-1-[2-[[1-[[tert-butyl(dimethyl)silyl]oxymethyl]cyclopropyl]methoxy]-7-[7,8-difluoro-3-(methoxymethoxy)-1-naphthyl]-8-fluoro-pyrido[4,3-d]pyrimidin-4-yl]-3-methyl-piperidin-3-ol